C(CC)(=O)OCCCCO 1,4-butanediol monopropionate